C[C@H]1O[C@H](CC(C1)N1N=C(C(=C1)C(=O)NC1=NC(=CC=C1)C1=CN=C2N1[C@H](CC2)C)OC)C 1-((2R,4R,6S)-2,6-dimethyltetrahydro-2H-pyran-4-yl)-3-methoxy-N-(6-((S)-5-methyl-6,7-dihydro-5H-pyrrolo[1,2-a]imidazol-3-yl)pyridin-2-yl)-1H-pyrazole-4-carboxamide